C1(CC2C(CC1)O2)CC[SiH2]C(OC)OC 2-(3,4-epoxycyclohexyl)ethyl-dimethoxymethylsilane